1-[2-amino-6-(furan-2-yl)pyrimidin-4-yl]-2-[(pyridin-4-yl)methyl]-1H-1,3-benzodiazole NC1=NC(=CC(=N1)N1C(=NC2=C1C=CC=C2)CC2=CC=NC=C2)C=2OC=CC2